ClC=1C=C(C=CC1)NC(=O)N1CC2C(C1)CC(C2)(C2=C(C=CC=C2)C)O N-(3-chlorophenyl)-5-hydroxy-5-(2-methylphenyl)-octahydrocyclopenta[c]pyrrole-2-carboxamide